4-hydroxyphenyl-(4-hydroxyphenyl)-1-phenylethane OC1=CC=C(C=C1)C(C)(C1=CC=CC=C1)C1=CC=C(C=C1)O